5-Methyl-1-hexyne-3-yl hydrogen sulfide CC(CC(C#C)S)C